C(C)(C)(C)OC(=O)N(CCC(=O)OCC)CC(=O)OCC ethyl 3-((tert-butoxycarbonyl)(2-ethoxy-2-oxoethyl)amino)propanoate